C(CC)(=O)OC(COC)C Propylene glycol METHYL ETHER propionate